N[C@@H](C(=O)NC1=CC(=C(C=C1)C1=C2C(=NC=C1)NC(=C2)C2CC2)C)CC(C)(C)C (2R)-2-Amino-N-[4-(2-cyclopropyl-1H-pyrrolo[2,3-b]pyridin-4-yl)-3-methyl-phenyl]-4,4-dimethyl-pentanamide